(5R)-N-[(3S)-9-fluoro-2-oxo-5-phenyl-1,3-dihydro-1,4-benzodiazepine-3-yl]-5-methyl-2-(1-methylpyrazol-4-yl)-6,7-dihydro-5H-pyrazolo[5,1-b][1,3]Oxazine-3-carboxamide FC1=CC=CC=2C(=N[C@@H](C(NC21)=O)NC(=O)C=2C(=NN1C2O[C@@H](CC1)C)C=1C=NN(C1)C)C1=CC=CC=C1